CN1C(N(C2=C3C(=NC=C21)NC=C3)C3=CC=CC=C3)=O 3-methyl-1-phenyl-3,6-dihydroimidazo[4,5-d]pyrrolo[2,3-b]pyridin-2(1H)-one